Cl.NCCOC1=C2C(C=C(N(C2=C(C=N1)Cl)C1=C(C=C(C=C1Cl)F)Cl)C)=O 5-(2-aminoethoxy)-8-chloro-1-(2,6-dichloro-4-fluorophenyl)-2-methyl-1,6-naphthyridin-4(1H)-one hydrochloride